C(C1=CC(C(=O)OCC=C)=CC(C(=O)OCC=C)=C1)(=O)OCC=C Triallyl trimesate